5-fluoro-2,3-dihydro-1H-indene-1-carbonitrile FC=1C=C2CCC(C2=CC1)C#N